3-(2-(2,4-dichlorophenyl)-5-isopropyloxazol-4-yl)-1-(4-((1-hydroxy-2-methylpropan-2-yl)oxy)-3-methylphenyl)-2-methylpropan-1-one ClC1=C(C=CC(=C1)Cl)C=1OC(=C(N1)CC(C(=O)C1=CC(=C(C=C1)OC(CO)(C)C)C)C)C(C)C